P(=O)([O-])([O-])[O-].[NH4+].[NH4+].[NH4+] ammonium orthophosphate salt